O1CCN(CC1)C=1C2=C(N=C(N1)N1N=C(C=C1)C=1C=C(C=CC1)C)C=C(O2)C(=O)NCC2COC2 4-morpholino-N-(oxetan-3-ylmethyl)-2-(3-(m-tolyl)-1H-pyrazol-1-yl)furo[3,2-d]pyrimidine-6-carboxamide